BrC1=CC=2C3=C(C=NC2C=C1F)N(C(C31CC(C1)N(C1=CC=CC=C1)C)=O)C trans-8'-Bromo-7'-fluoro-3'-methyl-3-(methyl(phenyl)amino)spiro[cyclobutane-1,1'-pyrrolo[2,3-c]quinolin]-2'(3'H)-one